F[C@H]1CN(CCC1)C(=O)C=1C=C2C=CC=C(C2=CC1)C=1C=C2CN(C(C2=CC1)=O)C (R)-5-(6-(3-fluoropiperidine-1-carbonyl)naphthalen-1-yl)-2-methylisoindolin-1-one